ClC1=CC=C2C=C(C=NC2=C1)C(=O)NC1CCC(NC1)C(=O)O 5-(7-chloroquinoline-3-amidyl)piperidine-2-carboxylic acid